1,1-dioxido-2,3-dihydrothiophen-3-yl 3-phenoxybenzenesulfonate O(C1=CC=CC=C1)C=1C=C(C=CC1)S(=O)(=O)OC1CS(C=C1)(=O)=O